(8-(2-(Hydroxymethyl)phenyl)-2-((2-methyl-1,2,3,4-tetrahydroisoquinolin-7-yl)amino)quinazolin-5-yl)carbamic acid tert-butyl ester C(C)(C)(C)OC(NC1=C2C=NC(=NC2=C(C=C1)C1=C(C=CC=C1)CO)NC1=CC=C2CCN(CC2=C1)C)=O